N-furfurylformamide C(C1=CC=CO1)NC=O